4-methyl-3-(1H-pyrazol-3-yl)aniline CC1=C(C=C(N)C=C1)C1=NNC=C1